C(=O)C=1NC2=CC(=CC=C2C1)CN1N=NC(=C1)C=1C(=NC=C(C1)OC)C#N 3-[1-[(2-formyl-1H-indol-6-yl)methyl]triazol-4-yl]-5-methoxy-pyridine-2-carbonitrile